C1(=CC=CC2=CC=CC=C12)N1C2=CC(=C(C=C2C=2C=CC(=CC12)B(O)O)C1=CC=CC=C1)C1=CC=CC=C1 (9-(naphthalen-1-yl)-6,7-diphenyl-9H-carbazol-2-yl)boronic acid